2-(4-(3-(2-(2,6-dioxopiperidin-3-yl)-1-oxoisoindolin-5-yl)prop-2-yn-1-yl)piperazin-1-yl)acetic acid O=C1NC(CCC1N1C(C2=CC=C(C=C2C1)C#CCN1CCN(CC1)CC(=O)O)=O)=O